3-(4-bromophenyl)-1,5-diphenyl-1H-1,2,4-triazole BrC1=CC=C(C=C1)C1=NN(C(=N1)C1=CC=CC=C1)C1=CC=CC=C1